CC1=CC=C(C=C1)S(=O)(=O)OCCCCCCC=1C=C2C(N(C(C2=CC1)=O)C1C(NC(CC1)=O)=O)=O 6-[2-(2,6-dioxo-3-piperidyl)-1,3-dioxo-isoindolin-5-yl]hexyl 4-methylbenzenesulfonate